FCCCCCCCCC(COC(CCCCCCCN(CCCCCCC(C(=O)OCCCCCCCCC(C)C)C)CCCCO)=O)CCCCCC 9-methyldecyl 8-((8-((10-fluoro-2-hexyldecyl)oxy)-8-oxooctyl)(4-hydroxybutyl)amino)-2-methyloctanoate